(E)-3-(3,7-Dimethylocta-1,6-dienyl)pyridine CC(/C=C/C=1C=NC=CC1)CCC=C(C)C